BrC=1C=C(C(=NC1N)C1=CC=C(C=C1)F)C1=CC(=NC(=C1)C)Cl 5-bromo-2'-chloro-2-(4-fluorophenyl)-6'-methyl-[3,4'-bipyridine]-6-amine